C(CCCCCCCCCCC)OCC(C[N+](CCO)(CCO)[O-])O 3-dodecoxy-2-hydroxypropyldi-(2-hydroxyethyl)amine oxide